COC(C1=C(C=C(C=C1C)Br)C)=O 4-bromo-2,6-dimethylbenzoic acid methyl ester